FC(C=1C(=C(C=CC1)[C@@H](C)NC1=NC=NC2=CC(=C(C=C12)C=1CCS(CC1)(=O)=O)OC)F)F N-[(1R)-1-[3-(difluoromethyl)-2-fluoro-phenyl]ethyl]-6-(1,1-dioxo-3,6-dihydro-2H-thiopyran-4-yl)-7-methoxy-quinazolin-4-amine